N-(3-cyanobenzyl)-6-{4-[(6-methoxypyridin-3-yl)oxy]piperidin-1-yl}-5-methylpyridazine-3-carboxamide C(#N)C=1C=C(CNC(=O)C=2N=NC(=C(C2)C)N2CCC(CC2)OC=2C=NC(=CC2)OC)C=CC1